N-(3-(chloromethyl)-1,2,4-thiadiazol-5-yl)-5-(3-(difluoromethoxy)phenyl)furan-3-carboxamide ClCC1=NSC(=N1)NC(=O)C1=COC(=C1)C1=CC(=CC=C1)OC(F)F